C(C)(C)(C)OC(=O)C1=CC=C(C(=N1)CN)CC(=O)O (6-tert-Butoxycarbonyl-Aminomethyl-Pyridine-3-yl)-Acetic Acid